NC=1C(N(C(=C(N1)Br)C1=CC=CC=C1)CC(=O)OCC1=CC=CC=C1)=O benzyl 2-(3-amino-5-bromo-2-oxo-6-phenylpyrazin-1(2H)-yl)acetate